Cl.FC=1C=C(NC2C(NC(CC2)=O)=O)C=C(C1N1CCNCC1)F 3-(3,5-difluoro-4-piperazin-1-yl-anilino)piperidine-2,6-dione HCl salt